3-nitro-N-(2,2,2-trifluoroethyl)-4-pyridylamine [N+](=O)([O-])C=1C=NC=CC1NCC(F)(F)F